CN1C(=NN=C1)C=1C(=NC=C(C#N)C1)C1=CC(=CC=C1)N1C(C2=C3C(C=CC=C13)=CC(=C2)CN2C[C@H](CCC2)C)=O (S)-5-(4-methyl-4H-1,2,4-triazol-3-yl)-6-(3-(4-((3-methylpiperidin-1-yl)methyl)-2-oxobenzo[cd]indol-1(2H)-yl)phenyl)nicotinonitrile